1,6-dibromo-3,8-dimethylpyrene BrC1=CC(=C2C=CC3=C(C=C(C4=CC=C1C2=C34)C)Br)C